ethyl-2-(3-(3-(5-ethyl-1,2,4-oxadiazol-3-yl)benzamido)propanamido)-4-methyl-thiazole-5-carboxylate C(C)OC(=O)C1=C(N=C(S1)NC(CCNC(C1=CC(=CC=C1)C1=NOC(=N1)CC)=O)=O)C